(5-(3-methoxybenzyl)pyridin-2-yl)-1-methyl-6-oxo-1,6-dihydropyridazine-3-carboxamide COC=1C=C(CC=2C=CC(=NC2)C=2C(=NN(C(C2)=O)C)C(=O)N)C=CC1